1-{6-chloro-4-[({4-[1-methyl-4-(trifluoromethyl)imidazol-2-yl]phenyl}methyl)amino]pyridin-3-yl}-2-methoxyethanone ClC1=CC(=C(C=N1)C(COC)=O)NCC1=CC=C(C=C1)C=1N(C=C(N1)C(F)(F)F)C